(E)-4-(2-(6-((14-azido-3,6,9,12-tetraoxatetradecyl)oxy)pyridin-3-yl)vinyl)-N-methylaniline N(=[N+]=[N-])CCOCCOCCOCCOCCOC1=CC=C(C=N1)/C=C/C1=CC=C(NC)C=C1